N-[5-(1,1-difluoroethyl)-2-pyridyl]-1,1-diphenyl-methanimine FC(C)(F)C=1C=CC(=NC1)N=C(C1=CC=CC=C1)C1=CC=CC=C1